[2-amino-4-(trifluoromethoxy)phenyl]-[4-[2-[(3R)-tetrahydrofuran-3-yl]oxy-5H-pyrrolo[2,3-b]pyrazin-7-yl]-1-piperidyl]methanone NC1=C(C=CC(=C1)OC(F)(F)F)C(=O)N1CCC(CC1)C1=CNC2=NC=C(N=C21)O[C@H]2COCC2